C(C1CO1)OC1=CC=CC2=CC=CC=C12 naphthalenyl glycidyl ether